4-fluoro-2-(prop-1-en-2-yl)aniline FC1=CC(=C(N)C=C1)C(=C)C